NC=1C=C(C=C(C1)C(F)(F)F)[C@@H](C)NC1=NC(=NC2=C3C(=C(C=C12)C1CCN(CC1)C(C)=O)CCCC3)C (R)-1-(4-(4-((1-(3-amino-5-(trifluoromethyl)phenyl)ethyl)amino)-2-methyl-7,8,9,10-tetrahydrobenzo[h]quinazolin-6-yl)piperidin-1-yl)ethan-1-one